C(C)N(CC)CCBr N,N-diethyl-bromoethylamine